CN(C1=C2C(=NC=C1C(=O)OCC)N(C=C2)S(=O)(=O)C2=CC=C(C)C=C2)C2CCC(CC2)CS(NC)(=O)=O ethyl 4-(methyl ((1r,4r)-4-((N-methylsulfamoyl) methyl) cyclohexyl) amino)-1-p-toluenesulfonyl-1H-pyrrolo[2,3-b]pyridine-5-carboxylate